NC1=CC=C(N=N1)C#CCN1C2=C(CC[C@H](C1=O)C1=C(C=C(C=C1)C(F)(F)F)C(F)(F)F)C=C(C=C2)F (S)-1-(3-(6-aminopyridazin-3-yl)prop-2-yn-1-yl)-3-(2,4-bis(trifluoromethyl)phenyl)-7-fluoro-1,3,4,5-tetrahydro-2H-benzo[b]azepin-2-one